C1(CC1)C1=NC=NC(=C1C1=NC=CC(=N1)OCC1=CC=C(C=C1)C=1N(C=C(N1)C(F)(F)F)C)OCF 4-cyclopropyl-6-(fluoromethoxy)-5-[4-[[4-[1-methyl-4-(trifluoromethyl)imidazol-2-yl]phenyl]methoxy]pyrimidin-2-yl]pyrimidine